CC1C(CCCC1)NC(C1=C(C(=C(C(=C1F)F)F)F)F)=O N-(2-methylcyclohexyl)-2,3,4,5,6-pentafluoro-benzamide